FC=1C=C2C=C[N+](=CC2=CC1)[O-] 6-fluoroisoquinoline 2-oxide